The molecule is a disaccharide derivative that is isovitexin attached to a 4-O-[(2E)-3-(4-hydroxy-3,5-dimethoxyphenyl)prop-2-enoyl]-alpha-L-arabinopyranosyl residue at position 2 via a glycosidic linkage. It has a role as a metabolite. It is a trihydroxyflavone, a C-glycosyl compound, a cinnamate ester and a disaccharide derivative. It derives from an isovitexin and a trans-sinapic acid. COC1=CC(=CC(=C1O)OC)/C=C/C(=O)O[C@H]2CO[C@H]([C@@H]([C@H]2O)O)O[C@@H]3[C@H]([C@@H]([C@H](O[C@H]3C4=C(C5=C(C=C4O)OC(=CC5=O)C6=CC=C(C=C6)O)O)CO)O)O